NCCNC1CC(N(C1)C1=CC=C(C=C1)S(=O)(=O)N1CCN(CC1)C1=NC(=CC(=C1)C(F)(F)F)Cl)=O 4-(2-aminoethylamino)-1-[4-[4-[6-chloro-4-(trifluoromethyl)-2-pyridinyl]piperazin-1-yl]sulfonylphenyl]pyrrolidin-2-one